C[SH-]C(OCC12CC(C1)(C2)O[Si](C)(C)C(C)(C)C)=S O-((3-((tert-butyldimethylsilyl) oxy) bicyclo(1.1.1)pentan-1-yl) methyl) S-methyldithiocarbonate